CC1=NC(=CC(=C1)C=1C(=NN2C1N=C(C=C2)NC2CCN(CC2)CC(C)(C)O)C=2C=C(C#N)C=CC2)C 3-[3-(2,6-dimethyl-4-pyridyl)-5-[[1-(2-hydroxy-2-methyl-propyl)-4-piperidyl]amino]pyrazolo[1,5-a]pyrimidin-2-yl]benzonitrile